2-oximinoacetic acid methyl ester COC(C=NO)=O